ClC1=C2C=C(N(C2=CC=C1OC)C)C(=O)NC1(COC1)C1=CC=C(C=C1)S(=O)(=O)NC(C)=O 4-chloro-N-{3-[4-(acetamidosulfonyl)phenyl]oxetan-3-yl}-5-methoxy-1-methyl-1H-indole-2-carboxamide